3-((3-(4-chlorophenethyl)-1,2,4-oxadiazol-5-yl)methyl)-1-methylpyrimidine-2,4(1H,3H)-dione ClC1=CC=C(CCC2=NOC(=N2)CN2C(N(C=CC2=O)C)=O)C=C1